IC(CCCI)Br 1,4-diiodobutyl bromide